O1C(=CC2=C1C=CC=C2)C2C(C(C(O2)=O)=C)C2=CC=C(C=C2)C 5-(benzofuran-2-yl)-3-methylene-4-(p-tolyl)dihydrofuran-2(3H)-one